C(C(C)C)S(=O)(=O)C1=C(OC2=C(C=C(C=C2)C2=NOC(=N2)CN2C(NC3(C2=O)CCCCC3)=O)C(F)(F)F)C=CC=C1 3-((3-(4-(2-(isobutylsulfonyl)phenoxy)-3-(trifluoromethyl)phenyl)-1,2,4-oxadiazol-5-yl)methyl)-1,3-diazaspiro[4.5]Decane-2,4-dione